1-butylimidazolium hydrogen carbonate C(O)([O-])=O.C(CCC)N1C=[NH+]C=C1